O1C(OCCC1)CC[C@H](C1=C(C=CC(=C1)F)SC)N[S@](=O)C(C)(C)C (R)-N-((1R)-3-(1,3-dioxan-2-yl)-1-(5-fluoro-2-(methylsulfanyl)phenyl)propyl)-2-methylpropane-2-sulfinamide